C(C1=CC=CC=C1)C(C(=O)OC)C(=O)NC1=CC=C(C=C1)SCC1=CC=CC=C1 methyl 2-benzyl-3-((4-(benzylthio) phenyl)amino)-3-oxopropanoate